C(C(=C)C)(=O)O r-methacrylic Acid